2-hydroxy-2-(5-vinylbenzo[d][1,3]Dioxol-4-yl)ethyl-(methyl)carbamic acid tert-butyl ester C(C)(C)(C)OC(N(C)CC(C1=C(C=CC=2OCOC21)C=C)O)=O